COC1=CC(=C(C=C2OC(C3=CC(=CC=C23)[N+](=O)[O-])=O)C=C1)C 3-(4-methoxy-2-methylbenzylidene)-6-nitroisobenzofuran-1(3H)-one